3-methoxycarbonylcyclohexanecarboxylic acid COC(=O)C1CC(CCC1)C(=O)O